COC([C@H](CC#CC[C@@H](C(=O)OC)NC(=O)OC(C)(C)C)NC(=O)OC(C)(C)C)=O (2S,7S)-2,7-bis((tert-butoxycarbonyl)amino)octa-4-ynedioic acid dimethyl ester